COC1=C(CN2CC3(CCC2)CCN(CC3)C=3C=CC(=NC3)C(=O)NC3C(NC(CC3)=O)=O)C(=CC(=C1)C1=CN(C(C3=CN=CC=C13)=O)C)OC 5-(2-(2,6-dimethoxy-4-(2-methyl-1-oxo-1,2-dihydro-2,7-naphthyridin-4-yl)benzyl)-2,9-diazaspiro[5.5]undecan-9-yl)-N-(2,6-dioxopiperidin-3-yl)picolinamide